COCCN1N=C(C(=C1)C1=NC(=CC=C1C(C)=O)N1C=NC2=C1C=CC(=C2)NC=2N=NC(=CC2)C)C 1-[2-[1-(2-methoxyethyl)-3-methyl-pyrazol-4-yl]-6-[5-[(6-methylpyridazin-3-yl)amino]benzimidazol-1-yl]-3-pyridyl]ethanone